OC1=C(C=CC=C1)C1(CCCCC1)C1=C(C=CC=C1)O 1,1-di(hydroxyphenyl)cyclohexane